(4-tert-butyl-3-methoxy-phenyl)acetonitrile C(C)(C)(C)C1=C(C=C(C=C1)CC#N)OC